5-bromo-3-hydroxy-3-trifluoromethylisobenzofuran-1(3H)-one BrC=1C=C2C(OC(C2=CC1)=O)(C(F)(F)F)O